1-(4-((4-((2-fluoro-4-((2-((3S,4S)-3-methoxy-4-methylpyrrolidin-1-yl)pyridin-4-yl)oxy)phenyl)amino)-7-methoxyquinazolin-6-yl)amino)piperidin-1-yl)prop-2-en-1-one FC1=C(C=CC(=C1)OC1=CC(=NC=C1)N1C[C@H]([C@H](C1)C)OC)NC1=NC=NC2=CC(=C(C=C12)NC1CCN(CC1)C(C=C)=O)OC